2-benzyl-2-diethylamino-1-(4-morpholinylphenyl)-1-propanone C(C1=CC=CC=C1)C(C(=O)C1=CC=C(C=C1)N1CCOCC1)(C)N(CC)CC